CN1N=NN=C1COC1=CC=CC=C1 1-methyl-5-(phenoxymethyl)tetrazole